O=C1NC(CCC1N1C(N(C2=C1C=CC=C2COCC=O)C)=O)=O 2-[[1-(2,6-dioxopiperidin-3-yl)-3-methyl-2-oxo-1,3-benzodiazol-4-yl]methoxy]acetaldehyde